2-(4-(furan-2-carbonyl)piperazin-1-yl)-N-(3-(trifluoromethyl)phenyl)acetamide O1C(=CC=C1)C(=O)N1CCN(CC1)CC(=O)NC1=CC(=CC=C1)C(F)(F)F